1-[1-(4-Fluorophenyl)-2-nitroethyl]cyclobutane-1-carbaldehyde FC1=CC=C(C=C1)C(C[N+](=O)[O-])C1(CCC1)C=O